3-(4,4,5,5-tetramethyl-1,3,2-dioxaborolan-2-yl)aniline Hexyl-5-(2-chloro-5-cyanophenyl)-3-({[(3R)-6,6-dimethylpiperidin-3-yl]carbonyl}amino)-1H-indazole-1-carboxylate hydrochloride Cl.C(CCCCC)OC(=O)N1N=C(C2=CC(=CC=C12)C1=C(C=CC(=C1)C#N)Cl)NC(=O)[C@H]1CNC(CC1)(C)C.CC1(OB(OC1(C)C)C=1C=C(N)C=CC1)C